P(=O)(O)(O)O.C1(CCCC1)C(C#N)CN1N=CC(=C1)C=1C2=C(N=CN1)NC=C2 (3R)-Cyclopentyl-3-[4-(7H-pyrrolo[2,3-d]pyrimidin-4-yl)pyrazol-1-yl]propionitrile phosphate